CS(=O)(=O)N1CCC(CC1)NC=1C=C(C=C2C=C(NC12)C1=CC=CC=C1)CN1CCS(CC1)(=O)=O 4-((7-((1-(methylsulfonyl)piperidin-4-yl)amino)-2-phenyl-1H-indole-5-yl)methyl)thiomorpholine 1,1-dioxide